(3S)-3-(azidomethyl)-3,4-dihydroisoquinoline-2(1H)-carboxylic acid benzyl ester C(C1=CC=CC=C1)OC(=O)N1CC2=CC=CC=C2C[C@H]1CN=[N+]=[N-]